[Si](C1=CC=CC=C1)(C1=CC=CC=C1)(C(C)(C)C)O[C@H]1C[C@@H](N(C1)C(=O)OC(C)(C)C)CCO tert-Butyl (2S,4S)-4-((tert-butyldiphenylsilyl)oxy)-2-(2-hydroxyethyl)pyrrolidin-1-carboxylate